8-Chloro-2-[1-[(1-fluorocyclopropyl)methyl]pyrazol-4-yl]-7-[(2-methyl-3H-benzimidazol-5-yl)oxy]quinoxaline ClC=1C(=CC=C2N=CC(=NC12)C=1C=NN(C1)CC1(CC1)F)OC1=CC2=C(N=C(N2)C)C=C1